CN1C[C@H](CC1)NC1=CC=CC(=N1)N1N(C(C2=CN=C(N=C12)NC=1C=C2C=NN(C2=CC1)C)=O)CC=C {6-[(S)-1-methyl-3-pyrrolidinylamino]-2-pyridyl}-2-allyl-6-(1-methyl-1H-indazol-5-ylamino)-1,2-dihydro-3H-1,2,5,7-tetraazainden-3-one